FC1=C(C(=CC(=C1)NCCO)F)C1C(NC(CC1)=O)=O 3-(2,6-difluoro-4-((2-hydroxyethyl)amino)phenyl)piperidine-2,6-dione